(S)-4-amino-2-(2,6-dioxopiperidin-3-yl)isoindoline NC1=C2CN(CC2=CC=C1)[C@@H]1C(NC(CC1)=O)=O